O1C(CCC=C1)CN1C(N(C=2N=CN(C2C1=O)C)C)=O 1-(3,4-dihydro-2H-pyran-2-ylmethyl)-3,7-dimethylpurine-2,6-dione